2-(3,5-dichloro-4-((4-(cyclopropylsulfonyl)-5-hydroxypyridin-2-yl)oxy)phenyl)-6-(difluoromethyl)-1,2,4-triazine-3,5(2H,4H)-dione ClC=1C=C(C=C(C1OC1=NC=C(C(=C1)S(=O)(=O)C1CC1)O)Cl)N1N=C(C(NC1=O)=O)C(F)F